2-tert-butyl-7-(2-oxopropyl)-12-phenylisoindolo[2,1-b]isoquinolin-5(7H)-one C(C)(C)(C)C=1C=C2C(=C3N(C(C2=CC1)=O)C(C1=CC=CC=C13)CC(C)=O)C1=CC=CC=C1